C(C1=CC=CC=C1)OC(=O)N1CCC(CC1)OC(CCNC=1N=[N+](C2=C([N+]1[O-])C=CC(=C2)C)[O-])=O 3-((3-((1-(benzyloxycarbonyl)piperidine-4-yl)oxy)-3-oxopropyl)amino)-7-methyl-benzo[e][1,2,4]triazine-1,4-dioxide